COCC1(C=CC2=CC=CC(=C12)C(C)C)COC 1,1-bis(methoxymethyl)-7-isopropyl-indene